tert-butyl ((S)-1-((2S,4R)-2-(((R)-1-(4-chlorophenyl)-2-hydroxyethyl)carbamoyl)-4-hydroxypyrrolidin-1-yl)-3,3-dimethyl-1-oxobutan-2-yl)carbamate ClC1=CC=C(C=C1)[C@H](CO)NC(=O)[C@H]1N(C[C@@H](C1)O)C([C@H](C(C)(C)C)NC(OC(C)(C)C)=O)=O